C1=CC=CC=2C3=CC=CC=C3C(C12)COC(=O)N[C@H](C(=O)N[C@@H](CCC(=O)OC(C)(C)C)C(=O)NC1=CC=C(C=C1)Cl)CC(=O)OC(C)(C)C tert-Butyl (S)-4-((S)-2-((((9H-fluoren-9-yl)methoxy)carbonyl)amino)-4-(tert-butoxy)-4-oxobutanamido)-5-((4-chlorophenyl)amino)-5-oxopentanoate